dimethyl-xanthenone CC1=C(C=2C(C3=CC=CC=C3OC2C=C1)=O)C